FC(OC1=CC=C(C=C1)C1=CC=CC=2CCOC21)(F)F 7-[4-(trifluoromethoxy)phenyl]-3H-benzofuran